(4aR,8aS)-6-[4-[4-Chloro-3-(trifluoromethyl)phenoxy]piperidin-1-carbonyl]-4,4a,5,7,8,8a-hexahydropyrido[4,3-b][1,4]oxazin-3-on ClC1=C(C=C(OC2CCN(CC2)C(=O)N2C[C@@H]3[C@@H](OCC(N3)=O)CC2)C=C1)C(F)(F)F